NC1=NC=CC=C1C1=NC=2C(=NC=C(C2)C2=CC=CC=C2)N1C1=CC=C(CN2CCC(CC2)NC(C2=CN=C(C=C2)C#N)=O)C=C1 N-(1-(4-(2-(2-aminopyridin-3-yl)-6-phenyl-3H-imidazo[4,5-b]pyridin-3-yl)benzyl)piperidin-4-yl)-6-cyanonicotinamide